COC1=CC=C(C=C1)C1=CC(=NO1)C=1C=C(C=CC1)NC(OC(C)(C)C)=O tert-butyl (3-(5-(4-methoxyphenyl)isoxazol-3-yl)phenyl)carbamate